9-oxo-6-azaspiro[3.5]Nonane-6-carboxylic acid tert-butyl ester C(C)(C)(C)OC(=O)N1CC2(CCC2)C(CC1)=O